(E)-2-(2-Chlorophenyl)-9-(1-methyl-1H-pyrazol-4-yl)-3-(prop-1-en-1-yl)imidazo[2,1-f][1,6]naphthyridine ClC1=C(C=CC=C1)C=1N=C2C=3C=C(C=NC3C=CN2C1\C=C\C)C=1C=NN(C1)C